C(C(=C)C)(=O)OC(C)COC(C(=C)C)=O 2,3-propylene glycol dimethacrylate